(3R,5R)-5-fluoro-1-[(1R,2R,4S)-4-(4-fluorophenyl)-2-(1H-1,2,4-triazol-1-yl)cyclopentyl]piperidin-3-amine F[C@@H]1C[C@H](CN(C1)[C@H]1[C@@H](C[C@H](C1)C1=CC=C(C=C1)F)N1N=CN=C1)N